C1[C@H]2N(CCN1)C[C@H](C2)O (7s,8as)-octahydropyrrolo[1,2-a]pyrazin-7-ol